COC(CN)=O glycine methylester